tri(ortho-methylphenyl)phosphine CC1=C(C=CC=C1)P(C1=C(C=CC=C1)C)C1=C(C=CC=C1)C